2-benzenesulfonyl-1-(4-fluorophenyl)ethanone C1(=CC=CC=C1)S(=O)(=O)CC(=O)C1=CC=C(C=C1)F